NC=1C2=C(N=CN1)C(=CS2)C(=O)O 4-aminothieno[3,2-d]pyrimidine-7-carboxylic Acid